Cl.CNC(=O)C1CN(CC1)C N,1-dimethylpyrrolidine-3-carboxamide hydrochloride